2-Hydroxy-3-n-eicosyl-1,4-naphthoquinone OC=1C(C2=CC=CC=C2C(C1CCCCCCCCCCCCCCCCCCCC)=O)=O